N4-(3-[N-(1,1-Dimethylethyl)sulfamoyl]phenyl)-N2-[4-(4-methylpiperazin-1-yl)phenyl]-6,7-dihydro-5H-cyclopenta[d]pyrimidine-2,4-diamine CC(C)(C)NS(=O)(=O)C=1C=C(C=CC1)NC=1C2=C(N=C(N1)NC1=CC=C(C=C1)N1CCN(CC1)C)CCC2